C(C)N(C(N[C@H](C(=O)O)CCN(CCCCC1=NC=2NCCCC2C=C1)C[C@@H](C)OC)=O)CC (S)-2-(3,3-diethylureido)-4-(((R)-2-methoxypropyl)(4-(5,6,7,8-tetrahydro-1,8-naphthyridin-2-yl)butyl)amino)butanoic acid